1-ethylpentylamine C(C)C(CCCC)N